C(N)(=N)C=1C=C(SC1)CNC(=O)[C@H]1N(CC(C1)=O)C(CNC(=O)C1=CC=C(C=C1)OC1=CC=CC=C1)=O (2S)-N-[(4-Carbamimidoylthiophen-2-yl)methyl]-4-oxo-1-{2-[(4-phenoxyphenyl)formamido]acetyl}pyrrolidine-2-carboxamide